C(C)(C)(C)OC(=O)N1CC(CC1)N(CCCCCC1=CC=C2CCCN(C2=N1)C(=O)OC(C)(C)C)CCC(F)F tert-butyl 7-(5-((1-(tert-butoxycarbonyl)pyrrolidin-3-yl)(3,3-difluoropropyl)amino)pentyl)-3,4-dihydro-1,8-naphthyridine-1(2H)-carboxylate